Cl.ClC1=C(C=CC(=C1)C(F)(F)F)[C@@H](C(F)F)NC (S)-1-(2-chloro-4-(trifluoromethyl)phenyl)-2,2-difluoro-N-methylethan-1-amine hydrochloride